benzoic acid Dimethylaminoethyl ester CN(C)CCOC(C1=CC=CC=C1)=O